ClC=1NN(C(=CC1)Cl)CCC1=CC=C(C=C1)F 3,6-Dichloro-N-[2-(4-fluorophenyl)ethyl]pyridazin